6-(methoxymethyl)-3-(2H-1,2,3-triazol-2-yl)picolinic acid COCC1=CC=C(C(=N1)C(=O)O)N1N=CC=N1